4-((5-Chloro-7-(2-((5-Chloro-2,6-dioxo-3-(2,2,2-trifluoroethyl)-3,6-diHydropyrimidin-1(2H)-yl)methyl)thieno[3,2-b]pyridin-7-yl)-1H-indol-1-yl)methyl)piperidine-4-carbonitrile ClC=1C=C2C=CN(C2=C(C1)C1=C2C(=NC=C1)C=C(S2)CN2C(N(C=C(C2=O)Cl)CC(F)(F)F)=O)CC2(CCNCC2)C#N